C(C)(=O)O.FC1=C(C=CC(=C1)I)NC1=CC(N(N=C1)C)=O 5-[(2-fluoro-4-iodophenyl)amino]-2-methylpyridazin-3(2H)-one acetate